CN1N=CC(=C1)C1=C2C(=NC=C1)NC=C2C2=CC=1N(C=C2)N=CC1C(=O)N1CCN(CC1)C (5-(4-(1-methyl-1H-pyrazol-4-yl)-1H-pyrrolo[2,3-b]pyridin-3-yl)pyrazolo[1,5-a]pyridin-3-yl)(4-methylpiperazin-1-yl)methanone